[Br-].[Br-].C(CCCCCCCCCCCCCCC)N1C=CC(C=C1)=C1C=CN(C=C1)CCCCCCCCCCCCCCCC 1,1'-dihexadecyl-4,4'-bipyridyl dibromide